ClC1=CC=C(N=N1)NC1CC2C(CN(C2)CC2CCOCC2)C1 N-(6-Chloropyridazin-3-yl)-2-((tetrahydro-2H-pyran-4-yl)methyl)octahydrocyclopenta[c]pyrrol-5-amine